CC(CC)NC1CCCCC1 N-(1-methylpropyl)cyclohexanamine